xylene-ethanol CC1=C(C(=CC=C1)CCO)C